N-(5-chloro-6-(2H-1,2,3-triazol-2-yl)pyridin-3-yl)-5-(quinolin-5-yl)thiophene-3-carboxamide formate C(=O)O.ClC=1C=C(C=NC1N1N=CC=N1)NC(=O)C1=CSC(=C1)C1=C2C=CC=NC2=CC=C1